2-(benzylthio)-5-methylpyridine C(C1=CC=CC=C1)SC1=NC=C(C=C1)C